CN(C[C@@H](C)OC1=C2C(=NC=NC2=CC(=C1)C=1C=NN(C1)C)NC=1C=C2C=CC=NC2=CC1)C (R)-5-((1-(dimethylamino)propan-2-yl)oxy)-7-(1-methyl-1H-pyrazol-4-yl)-N-(quinolin-6-yl)quinazolin-4-amine